ethylidene-4-p-chlorophenylthiosemicarbazide C(C)=NNC(=S)NC1=CC=C(C=C1)Cl